ClC1=CC(=C(COC2=CC=CC(=N2)C2CCN(CC2)CC2=NC3=C(N2CCOC)C=C(C=C3)C(=O)O)C=C1F)F 2-((4-(6-((4-chloro-2,5-difluorobenzyl)oxy)pyridin-2-yl)piperidin-1-yl)methyl)-1-(2-methoxyethyl)-1H-benzo[d]imidazole-6-carboxylic acid